C1(CC1)C=1C=C(C=2N(C1)C=C(N2)COC2=CC(=CC(=N2)NC(=O)[C@@H]2[C@H](C2)C2=NC=CC(=N2)C)O)N2C(N(C(C2)=O)C)=O (1S,2S)-N-(6-((6-cyclopropyl-8-(3-methyl-2,4-dioxoimidazolidin-1-yl)imidazo-[1,2-a]pyridin-2-yl)methoxy)-4-hydroxypyridin-2-yl)-2-(4-methylpyrimidin-2-yl)cyclopropane-1-carboxamide